C(C)(C)(C)OC(=O)N1CCC(=CC1)C=1C=CC=2N=CN=C(C2N1)NC1=CC(=C(C=C1)OC=1C=CC2=C(N=CO2)C1)C 4-(4-((4-(benzo[d]oxazol-5-yloxy)-3-methylphenyl)amino)pyrido[3,2-d]pyrimidin-6-yl)-3,6-dihydropyridine-1(2H)-carboxylic acid tert-butyl ester